(R)-[α-2H]-phenylalanine N[C@](CC1=CC=CC=C1)(C(=O)O)[2H]